3-cyclopropyl-N-(1,3-diazinan-2-ylidene)-4-({3-[(4-methylpentyl)carbamoyl]phenyl}amino)benzamide C1(CC1)C=1C=C(C(=O)N=C2NCCCN2)C=CC1NC1=CC(=CC=C1)C(NCCCC(C)C)=O